COC(=O)C1(CCC2(C(CC3=CC=CC=C23)C[C@H](COC2=C3C(=NC=C2)C=CN3C)C)CC1)NC1=CC(=CC=C1)Cl 4-(3-Chloroanilino)-2'-{(2R)-2-methyl-3-[(1-methyl-1H-pyrrolo[3,2-b]pyridin-7-yl)oxy]propyl}-2',3'-dihydrospiro[cyclohexane-1,1'-indene]-4-carboxylic acid methyl ester